5-{2-[(4-{[2-(dimethylamino)ethyl](methyl)amino}-2-methoxyphenyl)amino]pyrimidin-5-yl}-2-hydroxy-3-(1-methylindol-3-yl)benzaldehyde CN(CCN(C1=CC(=C(C=C1)NC1=NC=C(C=N1)C=1C=C(C(=C(C=O)C1)O)C1=CN(C2=CC=CC=C12)C)OC)C)C